CN(C1=CC(=CC=C1)N(C1CCN(CC1)C)C)C1=CC=C(OC=2N=C(C3=C(N2)C=NC=C3)O)C=C1 2-[4-[N-methyl-3-[methyl-(1-methylpiperidin-4-yl)amino]anilino]phenoxy]pyrido[3,4-d]pyrimidin-4-ol